O1CCN(CC1)CC1(CC1)CO [1-(morpholinomethyl)cyclopropyl]methanol